FC1(CCC(CC1)[C@H](NC(=O)C=1N=COC1CC)C=1OC2=C(N1)C=C(C=C2)[C@@H](COC)N2C(N[C@@H](C2)C(F)(F)F)=O)F N-((S)-(4,4-difluorocyclohexyl)(5-((S)-2-methoxy-1-((S)-2-oxo-4-(trifluoromethyl)imidazolidin-1-yl)ethyl)benzo[d]oxazol-2-yl)methyl)-5-ethyloxazole-4-carboxamide